FC1=C(C=CC(=C1)C(CN1C[C@@H]2[C@H](C1)CC(C2)OC=2C=NC=CC2)O)O rac-2-fluoro-4-(1-hydroxy-2-((3aR,5s,6aS)-5-(pyridin-3-yloxy)hexahydrocyclopenta[c]pyrrol-2(1H)-yl)ethyl)phenol